5-(4-morpholino-6-(5-(piperidin-1-ylmethyl)thiophen-2-yl)-1,3,5-triazin-2-yl)pyrimidin-2-amine O1CCN(CC1)C1=NC(=NC(=N1)C=1SC(=CC1)CN1CCCCC1)C=1C=NC(=NC1)N